FC(C1=NN=C(S1)C1=NC=C2N1C=C(C=C2N2C[C@@H](O[C@H](C2)C)CO)S(=O)(=O)NC2(COC2)C)F 3-(5-(difluoromethyl)-1,3,4-thiadiazol-2-yl)-8-((2R,6S)-2-(hydroxymethyl)-6-methylmorpholinyl)-N-(3-methyloxetan-3-yl)imidazo[1,5-a]pyridine-6-sulfonamide